3-amino-5-fluoro-1H-pyrazolo[3,4-b]pyridine NC1=NNC2=NC=C(C=C21)F